C([O-])([O-])=O.[Cs+].C(C)(C)(C)OC(=O)N1CCC(CC1)C=1C=C(C=C2C=C(N(C12)CC1CC1)C(=O)OCC)F.[Cs+] Ethyl 7-(1-(tert-butoxycarbonyl)piperidin-4-yl)-1-(cyclopropylmethyl)-5-fluoro-1H-indole-2-carboxylate Cesium carbonate